C(=O)(O)[C@@H](O)[C@H](O)C(=O)O.C1(=CC=CC=C1)[C@@H]1[C@@H](C=2C=CC(=CC2CC1)O)C1=CC=C(C=C1)OCCN1CCCC1 (-)-cis-(5R,6S)-6-phenyl-5-[4-(2-pyrrolidin-1-ylethoxy)phenyl]-5,6,7,8-tetrahydronaphthalen-2-ol, D-(-)-tartrate salt